2,3-difluoro-6-methyl-pyridine FC1=NC(=CC=C1F)C